N-(2-carbamoyl-4-chloro-methyl-phenyl)-5-[(4-chloroindazol-1-yl)methyl]-2-(3-chloro-2-pyridyl)pyrazole-3-carboxamide C(N)(=O)C1=C(C=CC(=C1C)Cl)NC(=O)C=1N(N=C(C1)CN1N=CC2=C(C=CC=C12)Cl)C1=NC=CC=C1Cl